[Fe].C(C=1C(C(=O)O)=CC(C(=O)O)=CC1)(=O)O trimellitic acid iron